C1(CC1)N1N=CC(=C1)[C@H]1CN(C[C@H](O1)C)C=1N=C(C2=C(N1)N=C(S2)N(C)C)C2=C(C=C(C(=C2)F)F)F 5-[(2S,6R)-2-(1-cyclopropylpyrazol-4-yl)-6-methyl-morpholin-4-yl]-N,N-dimethyl-7-(2,4,5-trifluorophenyl)thiazolo[4,5-d]pyrimidin-2-amine